ClC1=CC(=NC(=N1)C)NC=1SC(=CN1)C(=O)O 2-((6-chloro-2-methylpyrimidin-4-yl)amino)thiazole-5-carboxylic acid